ClC=1C=C(C=CC1)C(C)CC(C)(S(=O)N)C [1-(3-chlorophenyl)ethyl]-2-methylpropane-2-sulfinamide